BrC1=C2OC[C@@H](N3C(=NC(C(=C1)F)=C32)COC)C (S)-6-Bromo-8-fluoro-2-(methoxymethyl)-3-methyl-3,4-dihydro-5-oxa-1,2a-diazaacenaphthylene